OC(COC=1C=C(C=2N(C1C)N=CC2C#N)C=2C=NC(=CC2)N2CC1N(C(C2)C1)CC=1C=NC(=CC1)OC)(C)C 6-(2-hydroxy-2-methylpropyloxy)-4-(6-(6-((6-methoxypyridin-3-yl)methyl)-3,6-diazabicyclo[3.1.1]heptan-3-yl)pyridin-3-yl)-7-methylpyrazolo[1,5-a]pyridine-3-carbonitrile